C(OCC1=NN(C=C1)C)(OC1=CC=C(C=C1)[N+](=O)[O-])=O (1-methyl-1H-pyrazol-3-yl)methyl (4-nitrophenyl) carbonate